COC=1C=C(C=CC1NC1=CC(=C2C(=N1)NC=C2C(F)(F)F)NC)C(=O)N2CCOCC2 (3-methoxy-4-((4-(methylamino)-3-(trifluoromethyl)-1H-pyrrolo[2,3-b]pyridin-6-yl)amino)phenyl)(morpholino)methanone